FC1(CCN(CC1)C1=NC2=CC(=C(C=C2C(=N1)NC=1N=COC1)OC)OCCCN1CCCC1)F N-(2-(4,4-difluoropiperidin-1-yl)-6-methoxy-7-(3-(pyrrolidin-1-yl)propoxy)quinazolin-4-yl)oxazol-4-amine